4-{1-[(tert-butyldimethylsilyl)oxy]propan-2-yl}-3-(1-ethoxyvinyl)-5-[3-(1-fluorocyclopropyl)-1H-pyrazole-5-yl]pyridazine [Si](C)(C)(C(C)(C)C)OCC(C)C1=C(N=NC=C1C1=CC(=NN1)C1(CC1)F)C(=C)OCC